(+/-)-3-(hydroxymethyl)-7-(methylcarbamoyl)-3-phenyl-2,3-dihydrobenzofuran-5-carboxylic acid OC[C@@]1(COC2=C1C=C(C=C2C(NC)=O)C(=O)O)C2=CC=CC=C2 |r|